NCCC(=O)N1CCC(CC1)SCC1=NC2=C(C=CC=C2C=N1)C 2-(((1-(3-aminopropionyl)piperidin-4-yl)thio)methyl)-8-methylquinazolin